(S)-4-((4-(cyclopropylethynyl)-2-oxo-4-(trifluoromethyl)-1,2,3,4-tetrahydroquinazolin-7-yl)meth-yl)benzamide C1(CC1)C#C[C@@]1(NC(NC2=CC(=CC=C12)CC1=CC=C(C(=O)N)C=C1)=O)C(F)(F)F